N-(triethoxysilyl)-3-(trifluoromethyl)benzenesulfonamide (1R,3S)-3-(3-{[(3,5-di-fluorophenyl)acetyl]-amino}-1H-pyrazol-5-yl)-cyclopentyl-tetrahydro-2H-pyran-4-ylcarbamate FC=1C=C(C=C(C1)F)CC(=O)NC1=NNC(=C1)[C@@H]1C[C@@H](CC1)N(C(O)=O)C1CCOCC1.C(C)O[Si](NS(=O)(=O)C1=CC(=CC=C1)C(F)(F)F)(OCC)OCC